4,4'-butylidenebis(3-methyl-6-tert-butylphenol) C(CCC)(C1=C(C=C(C(=C1)C(C)(C)C)O)C)C1=C(C=C(C(=C1)C(C)(C)C)O)C